((S)-13-((2S,4R)-4-hydroxy-2-((4-(4-methylthiazol-5-yl)benzyl)carbamoyl)Pyrrolidine-1-carbonyl)-14,14-dimethyl-11-oxo-3,6,9-trioxa-12-aza-pentadecyl)carbamic acid tert-butyl ester C(C)(C)(C)OC(NCCOCCOCCOCC(N[C@@H](C(C)(C)C)C(=O)N1[C@@H](C[C@H](C1)O)C(NCC1=CC=C(C=C1)C1=C(N=CS1)C)=O)=O)=O